Boc-L-Phenylalanine C(=O)(OC(C)(C)C)N[C@@H](CC1=CC=CC=C1)C(=O)O